(3-(cyclohexylcarbamoyl)phenyl)-5-nitrofuran-2-carboxamide C1(CCCCC1)NC(=O)C=1C=C(C=CC1)C1=C(OC(=C1)[N+](=O)[O-])C(=O)N